NC=1C2=C(N=CN1)N(C(=C2C2=CC(=C(C=C2)OC2=NC=CC(=N2)C)F)C2=CC=C(C=C2)NC(C(=C)C)=O)[C@H]2COCC2 (R)-N-(4-(4-amino-5-(3-fluoro-4-((4-methylpyrimidin-2-yl)oxy)phenyl)-7-(tetrahydrofuran-3-yl)-7H-pyrrolo[2,3-d]pyrimidin-6-yl)phenyl)methacrylamide